C(C)(C)(C)OC(=O)N1CCC(CC1)OC1=CC(=NC2=CC=C(C=C12)F)C(F)(F)F 4-((6-fluoro-2-(trifluoromethyl)quinolin-4-yl)oxy)piperidine-1-carboxylic acid tert-butyl ester